BrC=1C=C(C=C2C(=CNC12)C#N)OC 7-bromo-5-methoxy-1H-indole-3-carbonitrile